ClC=1C=C(C=CC1OC(F)(F)F)N1C(N=C2C(C1=O)=CC=CN2CC=2C=NC(=NC2)Cl)=O 3-(3-chloro-4-(trifluoromethoxy)phenyl)-8-((2-chloropyrimidin-5-yl)methyl)pyrido[2,3-d]pyrimidine-2,4(3H,8H)-dione